FC1=C(C=C(C=C1)F)C1N(CCC1)C1=CC=C(C(=N1)NC(=O)NC[C@H]1CC(CCC1)O)[N+](=O)[O-] (R)-6-(2-(2,5-difluorophenyl)pyrrolidin-1-yl)-3-nitro-2-(((3-hydroxycyclohexyl)methyl)ureido)pyridine